1-cyclohexyl-N-((5-(5-(difluoromethyl)-1,3,4-oxadiazol-2-yl)pyridin-2-yl)methyl)-3-fluoro-N-(3-fluorophenyl)azetidine-3-carboxamide C1(CCCCC1)N1CC(C1)(C(=O)N(C1=CC(=CC=C1)F)CC1=NC=C(C=C1)C=1OC(=NN1)C(F)F)F